ClC=1N=C(C=2N(C1)N=CC2C#N)C=2C=NC(=CC2)F 6-chloro-4-(6-fluoro-3-pyridyl)pyrazolo[1,5-a]pyrazine-3-carbonitrile